4-(3-acrylamidophenylamino)-N-phenyl-2-(phenylamino)pyrimidine-5-carboxamide C(C=C)(=O)NC=1C=C(C=CC1)NC1=NC(=NC=C1C(=O)NC1=CC=CC=C1)NC1=CC=CC=C1